N1C=C(C2=CC=CC=C12)NC1=NC2=C(N1C)C=CC=C2 N-1H-indol-3-yl-1-methyl-1H-benzimidazol-2-amine